OC[C@]1([C@@H](O)[C@H](O)[C@H](O1)CO)N[C@@H](C(C)C)C(=O)O α-fructosyl-valine